C(C)(C)(C)OC(NCCOC(=O)OCCNC(OC(C)(C)C)=O)=O Carbonylbis(oxy)bis(ethane-2,1-diyl)dicarbamic acid di-tert-butyl ester